C(C=C)(=O)N[C@H]1CN(CCC1)C1=C2C(=C(NC2=C(C=C1)C(=O)N)C)C (R)-4-(3-acrylamidopiperidin-1-yl)-2,3-dimethyl-1H-indole-7-carboxamide